hexadecyl L-phenylalaninate N[C@@H](CC1=CC=CC=C1)C(=O)OCCCCCCCCCCCCCCCC